BrC=1C=C(C=CC1)N1C(=N[N-]C1=S)C1=NC2=CC=CC=C2C=C1.[Na+] Sodium 4-(3-bromophenyl)-3-(quinolin-2-yl)-5-thioxo-4,5-dihydro-1,2,4-triazol-1-ide